CC=1C(=C(N(N1)COCC[Si](C)(C)C)C=1C(=NC=C(C1)C(F)(F)F)N)[N+](=O)[O-] 3-[5-methyl-4-nitro-2-(2-trimethylsilylethoxymethyl)pyrazol-3-yl]-5-(trifluoromethyl)pyridin-2-amine